C(C)(C)(C)OC(=O)N[C@@H](C(C)C)C(=O)OC[C@H]1O[C@@]([C@@H]([C@@H]1OC(CC)=O)O)(C#N)C1=CC=C2C(=NC=NN21)N ((2R,3S,4R,5R)-5-(4-aminopyrrolo[2,1-f][1,2,4]triazin-7-yl)-5-cyano-4-hydroxy-3-(propionyloxy)tetrahydrofuran-2-yl)methyl (tert-butoxycarbonyl)-L-valinate